Nickel-manganese-tungsten lithium [Li].[W].[Mn].[Ni]